[N+](=O)([O-])C1=CC=C(C=C1)N1CC(CCC1)OC1=CC=CC=C1 1-(4-nitrophenyl)-3-phenoxypiperidine